[N+](=O)([O-])C=1C=C(C=CC1[N+](=O)[O-])NN 3,4-dinitrophenylhydrazine